β-phenyl-adipic acid C1(=CC=CC=C1)C(CC(=O)O)CCC(=O)O